palmitoyl-2-docosahexaenoyl-sn-glycero-3-phosphoethanolamine C(CCCCCCCCCCCCCCC)(=O)C(OP(OC[C@@H](CO)OC(C=CC=CC=CC=CC=CC=CCCCCCCCCC)=O)(=O)O)CN